6-((4-(7-fluoro-[1,2,4]triazolo[1,5-a]pyridin-6-yl)piperidin-1-yl)sulfonyl)benzo[d]thiazole FC1=CC=2N(C=C1C1CCN(CC1)S(=O)(=O)C1=CC3=C(N=CS3)C=C1)N=CN2